3,4,5-trimethoxy-4'-amino-stilbene COC=1C=C(C=C(C1OC)OC)C=CC1=CC=C(C=C1)N